N-{4-[(3S)-3-aminopiperidin-1-yl]-(7S)-7-hydroxy-6,7-dihydro-5H-cyclopenta[b]pyridin-3-yl}-6-(2,6-difluorophenyl)-5-fluoropyridine-2-carboxamide N[C@@H]1CN(CCC1)C1=C2C(=NC=C1NC(=O)C1=NC(=C(C=C1)F)C1=C(C=CC=C1F)F)[C@H](CC2)O